4-((4-bromo-6-fluoro-1H-indol-5-yl)methyl)pyridine-2-carbothioamide BrC1=C2C=CNC2=CC(=C1CC1=CC(=NC=C1)C(N)=S)F